2-(2,6-dichlorobenzamido)-3-(4-(3-(5,6,7,8-tetrahydro-1,8-naphthyridin-2-yl)propoxy)phenyl)propanoic acid ClC1=C(C(=O)NC(C(=O)O)CC2=CC=C(C=C2)OCCCC2=NC=3NCCCC3C=C2)C(=CC=C1)Cl